C(C)(C)(C)C1=C(C=CC=C1)C(C)C tert-butylisopropyl-benzene